(S)-4-chloro-3-methyl-2'-(methylthio)-5',8'-dihydro-6'H-spiro[indene-1,7'-quinazolin]-4'-yl trifluoromethanesulfonate FC(S(=O)(=O)OC1=NC(=NC=2C[C@@]3(CCC12)C=C(C1=C(C=CC=C13)Cl)C)SC)(F)F